C1(=CC=CC=C1)NCC(=O)N1CCCC1 2-(phenylamino)-1-(1-pyrrolidinyl)ethanone